CC1=C(C(=CC(=C1)C)C)S(=O)(=O)[O-].N[N+]1=C(C=C(C=C1)C(F)(F)F)C#CC1CN(C1)C(=O)OC(C)(C)C 1-amino-2-((1-(tert-butoxycarbonyl)azetidin-3-yl)ethynyl)-4-(trifluoromethyl)pyridin-1-ium 2,4,6-trimethylbenzenesulfonate